(6-(4-(tert-Butoxycarbonyl)piperazin-1-yl)pyridin-3-yl)boronic acid C(C)(C)(C)OC(=O)N1CCN(CC1)C1=CC=C(C=N1)B(O)O